C(C)(C)C1=C(NC2=CC=C(C=C12)C1CCN(CC1)CC1=NN(C=C1)C)C=1C=C(C=2N(C1)N=NC2)C 6-(3-isopropyl-5-(1-((1-methyl-1H-pyrazol-3-yl)methyl)piperidin-4-yl)-1H-indol-2-yl)-4-methyl-[1,2,3]triazolo[1,5-a]pyridine